C(C1=CC=CC=C1)OC(CCC=C)(C(F)(F)F)C1=NN=C(O1)C1=C(C=C(C(=N1)NC(CCC=C)=O)C(F)(F)F)[N+](=O)[O-] N-[6-[5-[1-Benzyloxy-1-(trifluoromethyl)pent-4-enyl]-1,3,4-oxadiazol-2-yl]-5-nitro-3-(trifluoromethyl)-2-pyridyl]pent-4-enamide